5-chloro-3-nitropyrazolo[1,5-A]pyrimidine ClC1=NC=2N(C=C1)N=CC2[N+](=O)[O-]